[2-(4-ethoxy-3-trifluoromethyl-phenylamino)-5-methyl-pyrimidin-4-ylamino]-3H-benzooxazol-2-one C(C)OC1=C(C=C(C=C1)NC1=NC=C(C(=N1)NN1C(OC2=C1C=CC=C2)=O)C)C(F)(F)F